4-(disulfanyl)butane-1-amine S(S)CCCCN